5-chloro-2-(3,3-difluorocyclobutyl)-4-(4,4-difluorocyclohexyl)pyridine ClC=1C(=CC(=NC1)C1CC(C1)(F)F)C1CCC(CC1)(F)F